OC1=NC(=NC=N1)C1=CC=CC=C1 hydroxyphenyl-1,3,5-triazine